N-[4-(2,4-difluorophenoxy)-3-[5-(dimethylamino)-1-methyl-6-oxopyridin-3-yl]phenyl]methanesulfonamide FC1=C(OC2=C(C=C(C=C2)NS(=O)(=O)C)C2=CN(C(C(=C2)N(C)C)=O)C)C=CC(=C1)F